OCC(C(CCC(=O)OC(C)(C)C)(C)C)=O tert-butyl 6-hydroxy-4,4-dimethyl-5-oxohexanoate